C(C)S(=O)(=O)C=1C(=NC2=CC=CC=C2C1)N1CC=2C=C3C(=CC2C1=O)OC(O3)(F)F 6-(3-ethylsulfonyl-2-quinolinyl)-2,2-difluoro-5H-[1,3]dioxolo[4,5-f]isoindol-7-one